2-(allyl)benzaldehyde C(C=C)C1=C(C=O)C=CC=C1